6-methyl-pyridinecarbonitrile CC1=CC=CC(=N1)C#N